C(C1=CC=CC=C1)(C1=CC=CC=C1)[C@@H]1N2C(C=3N(C1)C(=CN3)C(C)O)=C(C(C=C2)=O)O (6S)-6-benzhydryl-11-hydroxy-3-(1-hydroxyethyl)-5H-imidazo[1,2-a]pyrido[2,1-c]pyrazin-10(6H)-one